CN(C)C(C)[C-]1C=CC=C1.[CH-]1C=CC=C1.[Fe+2] α-(N,N-Dimethylamino)ethylferrocen